S1C(=NC2=C1C=CC=C2)C2=C(SC=1C(N(C(CC12)CC)C(=O)OC(C)(C)C)CC)NC(CCNCCOC)=O tert-Butyl 3-(benzo[d]thiazol-2-yl)-5,7-diethyl-2-(3-((2-methoxyethyl)amino)propanamido)-4,7-dihydrothieno[2,3-c]pyridine-6(5H)-carboxylate